(isoquinolin-5-yl)methanone C1=NC=CC2=C(C=CC=C12)C=O